The molecule is a cysteine thioether that is the S-(4-hydroxy-2-methylbutan-2-yl) derivative of L-cysteine. It is a major component of the urine of the domestic cat. It has a role as a pheromone. It is a L-cysteine thioether and a non-proteinogenic L-alpha-amino acid. CC(C)(CCO)SC[C@@H](C(=O)O)N